2-((4-(3-(aminomethyl)pyrrolidin-1-yl)-2-(3-chloro-4-methylphenyl)pyrimidin-5-yl)oxy)-N-methylacetamide NCC1CN(CC1)C1=NC(=NC=C1OCC(=O)NC)C1=CC(=C(C=C1)C)Cl